[N+](=O)([O-])C=1C=[N+](C2=CC=CC=C2C1)[O-] 3-nitroquinoline-1-oxide